N[C@H](C(=O)N[C@H](C(=O)NC=1C=CC(=C(C(=O)NCCNC(OC(C)(C)C)=O)C1)CO)C)C tert-butyl (2-(5-((S)-2-((S)-2-aminopropanamido)propanamido)-2-(hydroxymethyl)benzamido)ethyl)carbamate